O=C1NC=CC=C1S(=O)(=O)NC(=O)C=1C(=NC(=CC1)C1=CC(=CC=C1)OC(F)(F)F)N1C(C[C@@H](C1)C)(C)C N-[(2-Oxo-1H-pyridin-3-yl)sulfonyl]-6-[3-(trifluoromethoxy)phenyl]-2-[(4S)-2,2,4-trimethylpyrrolidin-1-yl]pyridin-3-carboxamid